ClC1=CC2=C(N(C(N=C2N2CCN(CC2)C(C=C)=O)=O)CC(C#N)(C)C)N=C1C1=C(C=CC=C1)F 3-[6-Chloro-7-(2-fluorophenyl)-2-oxo-4-(4-prop-2-enoylpiperazin-1-yl)pyrido[2,3-d]pyrimidin-1-yl]-2,2-dimethyl-propanenitrile